3,3'-dichloro-4,4'-biphenyl di(N,N-dimethyl sulfamate) CN(S(O)(=O)=O)C.CN(S(O)(=O)=O)C.ClC=1C=CC=CC1C1=C(C=CC=C1)Cl